1-[4-[[6-[2-chloro-3-(2,3-dichloro-4-pyridyl)phenyl]-2-methoxy-3-pyridyl]methylamino]-1-piperidyl]-3-methoxy-propan-1-one ClC1=C(C=CC=C1C1=C(C(=NC=C1)Cl)Cl)C1=CC=C(C(=N1)OC)CNC1CCN(CC1)C(CCOC)=O